1-Chloro-3-(ethoxymethoxy)-2-iodo-5-(trifluoromethyl)benzene ClC1=C(C(=CC(=C1)C(F)(F)F)OCOCC)I